COC(C1=CC(=C(C=C1)C1=C(CCC1)C(=O)OC)[N+](=O)[O-])=O 4-(2-(methoxycarbonyl)cyclopent-1-en-1-yl)-3-nitrobenzoic acid methyl ester